4-((2S,5R)-2,5-diethyl-4-((R)-1-(4-(trifluoromethyl)phenyl)butyl)piperazin-1-yl)-1-methyl-2-oxo-1,2-dihydropyrido[3,2-d]pyrimidine-6-carbonitrile C(C)[C@@H]1N(C[C@H](N(C1)[C@H](CCC)C1=CC=C(C=C1)C(F)(F)F)CC)C=1C2=C(N(C(N1)=O)C)C=CC(=N2)C#N